C1(CC1)CN([C@@H]1CC[C@H](CC1)NC1=CC(N(C=2C=CC(=NC12)C#N)C)=O)C1=CC=C(C=C1)F trans-8-((4-((Cyclopropylmethyl)(4-fluorophenyl)amino)cyclohexyl)amino)-5-methyl-6-oxo-5,6-dihydro-1,5-naphthyridine-2-carbonitrile